FC(C)(F)C1=NC(=CC(=N1)NC1=CC(=NC=C1OC)NC(C)=O)C(C)C N-(4-((2-(1,1-difluoroethyl)-6-propan-2-yl-pyrimidin-4-yl)amino)-5-methoxypyridin-2-yl)acetamide